N1N=NN=C1CN1N=CC2=C1C(NCCO2)=O 1-[(1H-1,2,3,4-tetrazol-5-yl)methyl]-1H,5H,6H,7H,8H-pyrazolo[3,4-f][1,4]oxazepin-8-on